[OH-].[Zr+2].[OH-] zirconium(II) hydroxide